1,1,3-tri(2-methyl-4-hydroxy-5-tert-butylphenyl)butane Lithium [Li].CC1=C(C=C(C(=C1)O)C(C)(C)C)C(CC(C)C1=C(C=C(C(=C1)C(C)(C)C)O)C)C1=C(C=C(C(=C1)C(C)(C)C)O)C